COC=1C=C2CN(CC2=CC1)C(CCC(=O)OCC)=O ethyl 4-(5-methoxyisoindolin-2-yl)-4-oxobutyrate